dihydro-2H-pyridine-1-carboxylate N1(CCCC=C1)C(=O)[O-]